(1s,4s)-4-(6-((2-cyclopropyl-6-(trifluoromethyl)pyridin-3-yl)sulfonyl)-2,6-diazaspiro[3.3]heptan-2-yl)-1-methylcyclohexan-1-ol C1(CC1)C1=NC(=CC=C1S(=O)(=O)N1CC2(CN(C2)C2CCC(CC2)(O)C)C1)C(F)(F)F